NCC1=C(O[C@H]2[C@@H]([C@@H]([C@H](C2)N2C=CC3=C2N=CN=C3C)O)O)C=CC=C1 (1R,2R,3R,5S)-3-(2-(aminomethyl)phenoxy)-5-(4-methyl-7H-pyrrolo[2,3-d]pyrimidin-7-yl)cyclopentane-1,2-diol